FC(C(=O)[O-])(P(C1=CC=CC=C1)(C1=CC=CC=C1)C1=CC=CC=C1)F 2,2-difluoro-2-(triphenylphosphino)acetate